C(#N)C1=CC=C(C=C1)C1=C2C(=CN=C1)SC(=C2)CC(C(=O)OC)(C)C methyl 3-[4-(4-cyanophenyl)thieno[2,3-c]pyridin-2-yl]-2,2-dimethylpropanoate